N1(C=NC=C1)C(=O)N(CCCC(=O)OC(COC(C(CCCCCC)C)=O)COC(C(CCCCCC)C)=O)CCCC(=O)OC(COC(C(CCCCCC)C)=O)COC(C(CCCCCC)C)=O [2-[4-[imidazole-1-carbonyl-[4-[2-(2-methyloctanoyloxy)-1-(2-methyl octanoyloxymethyl)ethoxy]-4-oxo-butyl]amino]butanoyloxy]-3-(2-methyloctanoyl oxy)propyl]2-methyloctanoate